FC=1C=C2C(CC3(NC2=C(C1)F)CCN(CC3)C(=O)N)=O 6',8'-difluoro-4'-oxo-3',4'-dihydro-1'H-spiro[piperidine-4,2'-quinoline]-1-carboxamide